C(C1=CC=CC=C1)OC1=C(C=C(C=C1)C(C)N1CC(C1)NC(=O)C=1N=NN(C1)C1CC1)OC N-(1-(1-(4-(benzyloxy)-3-methoxyphenyl)ethyl)azetidin-3-yl)-1-cyclopropyl-1H-1,2,3-triazole-4-carboxamide